7-Fluoro-2,2-dimethyl-3,4-dihydrochromen-5-ol FC=1C=C(C=2CCC(OC2C1)(C)C)O